NC1=C(C(NC2=C(C=CC=C12)C1=C(C=CC(=C1)OCC1=NC=CC(=C1)OC)F)=O)C(=O)NCCC 4-amino-8-[2-fluoro-5-[(4-methoxy-2-pyridinyl)methoxy]phenyl]-2-oxo-N-propyl-1H-quinoline-3-carboxamide